N(=O)C(C)(C)C nitrosotertiary butane